tert-butyl N-[(1S)-1-[[2-chloro-5-(1-cyclopropyl-6-oxo-3-pyridyl)phenyl]methyl]-2-[4-(4-methyl-1,2,4-triazol-3-yl)anilino]-2-oxo-ethyl]carbamate ClC1=C(C=C(C=C1)C1=CN(C(C=C1)=O)C1CC1)C[C@@H](C(=O)NC1=CC=C(C=C1)C1=NN=CN1C)NC(OC(C)(C)C)=O